tert-Butyl (1S,4S)-5-[4-(3-chloro-2-fluoro-4-hydroxy-anilino)-7-fluoro-pyrido[3,2-d]pyrimidin-6-yl]-2,5-diazabicyclo[2.2.1]heptane-2-carboxylate ClC=1C(=C(NC=2C3=C(N=CN2)C=C(C(=N3)N3[C@@H]2CN([C@H](C3)C2)C(=O)OC(C)(C)C)F)C=CC1O)F